tert-butyl 3-((1-(1-((6-cyano-5-(trifluoromethyl)pyridin-3-yl)amino)-2-methyl-1-oxopropan-2-yl)-1H-pyrazol-4-yl)ethynyl)azetidine-1-carboxylate C(#N)C1=C(C=C(C=N1)NC(C(C)(C)N1N=CC(=C1)C#CC1CN(C1)C(=O)OC(C)(C)C)=O)C(F)(F)F